BrC=1C=CN2N=CN=C(C21)NCC2=NC(=CC=C2)N2C[C@H](N[C@H](C2)C)C 5-bromo-N-((6-((3R,5S)-3,5-dimethylpiperazin-1-yl)pyridin-2-yl)methyl)pyrrolo[2,1-f][1,2,4]triazin-4-amine